OC(C)(C)C=1N=CC(=NC1)N1C(O[C@@]2(C1)C[C@@](CC(C2)(C)C)(C)CN2C=NC1=C2C=C(C=C1)C#N)=O 1-(((5r,7s)-3-(5-(2-hydroxy-prop-2-yl)pyrazin-2-yl)-7,9,9-trimethyl-2-oxo-1-oxa-3-azaspiro[4.5]decan-7-yl)methyl)-1H-benzo[d]imidazole-6-carbonitrile